(2S,4r)-1-[(2S)-2-amino-3,3-dimethyl-butyryl]-4-hydroxy-N-[[2-hydroxy-4-(4-methylthiazol-5-yl)phenyl]methyl]pyrrolidine-2-carboxamide N[C@H](C(=O)N1[C@@H](C[C@H](C1)O)C(=O)NCC1=C(C=C(C=C1)C1=C(N=CS1)C)O)C(C)(C)C